C(C1=CC=CC=C1)OC1=C(CN2N=CC=3C2=NC(=NC3)C=3C(=NC=NC3OC)C3CC3)C=CC(=C1)C=1N(C=C(N1)C(F)(F)F)C(C)C 1-(2-(benzyloxy)-4-(1-isopropyl-4-(trifluoromethyl)-1H-imidazol-2-yl)benzyl)-6-(4-cyclopropyl-6-methoxypyrimidin-5-yl)-1H-pyrazolo[3,4-d]pyrimidine